5-chloro-1-(1-ethoxyethoxy)-3-methylpentane ClCCC(CCOC(C)OCC)C